CNC=1C(=NC=C(C1)C(F)(F)F)NC1=NC(=NS1)C1=NC=CC=C1 N3-Methyl-N2-(3-(pyridin-2-yl)-1,2,4-thiadiazol-5-yl)-5-(trifluoromethyl)pyridine-2,3-diamine